N-(5-chloro-4-((2-methoxyethyl)amino)pyridin-2-yl)-5-formyl-1-methyl-1H-pyrrolo[3,2-b]pyridine-3-carboxamide ClC=1C(=CC(=NC1)NC(=O)C1=CN(C=2C1=NC(=CC2)C=O)C)NCCOC